(2-fluoro-4-((R)-1-((S)-2-oxo-4-(trifluoromethyl) imidazolidin-1-yl) ethyl) phenyl) carbamate C(N)(OC1=C(C=C(C=C1)[C@@H](C)N1C(N[C@@H](C1)C(F)(F)F)=O)F)=O